CC1(O[C@H]2[C@H]([C@H](OC[C@H]2C=2C=NN(C2)C)CN)O1)C ((3aR,4R,7R,7aR)-2,2-dimethyl-7-(1-methyl-1H-pyrazol-4-yl)tetrahydro-4H-[1,3]dioxolo[4,5-c]pyran-4-yl)methanamine